5-((4-chlorophenyl)amino)-7H-pyrrolo[2,3-c][2,6]naphthyridine-8-carboxylic acid ClC1=CC=C(C=C1)NC1=NC2=C(C3=CN=CC=C13)C=C(N2)C(=O)O